N12CC(C(CC1)CC2)NC(C)=O N-((1s,4s)-quinuclidin-3-yl)acetamide